1-methyl-4-(4-(4,4,5,5-tetramethyl-1,3,2-dioxaborolane-2-yl)phenyl)piperazine CN1CCN(CC1)C1=CC=C(C=C1)B1OC(C(O1)(C)C)(C)C